N1(C=NC=C1)CC1=CC(=C(C=C1)C1=C(SC(=C1)CC(C)C)S(=O)(=O)NC(O)=O)C ((3-(4-((1H-imidazol-1-yl)methyl)-2-methylphenyl)-5-isobutylthiophen-2-yl)sulfonyl)carbamic acid